6-chloro-3-(((S)-1-(2-((1R,5S,6R)-6-hydroxy-3-azabicyclo[3.1.0]hexan-3-yl)-3,6-dimethyl-4-oxo-3,4-dihydroquinazolin-8-yl)ethyl)amino)picolinic acid ClC1=CC=C(C(=N1)C(=O)O)N[C@@H](C)C=1C=C(C=C2C(N(C(=NC12)N1C[C@@H]2C([C@@H]2C1)O)C)=O)C